C(C)(C)(C)N(C(OC)=O)C1=NOC=C1 methyl tert-butyl-1,2-oxazol-3-ylcarbamate